N-[2-(2-aminoethylamino)-2-oxoethyl]-2-chloro-4-[[3-[1-(2-fluoroethyl)-3-(trifluoromethyl)pyrazol-4-yl]imidazo[1,2-a]pyrazin-8-yl]amino]benzamide NCCNC(CNC(C1=C(C=C(C=C1)NC=1C=2N(C=CN1)C(=CN2)C=2C(=NN(C2)CCF)C(F)(F)F)Cl)=O)=O